9-(o-carboxyphenyl)-6-hydroxy-2,4,5,7-tetraiodo-3H-xanthen-3-one disodium salt monohydrate O.[Na+].[Na+].C(=O)([O-])C1=C(C=CC=C1)C=1C2=CC(=C(C(=C2OC2=C(C(C(=CC12)I)=O)I)I)O)I.C(=O)([O-])C1=C(C=CC=C1)C=1C2=CC(=C(C(=C2OC2=C(C(C(=CC12)I)=O)I)I)O)I